diethyl 2-(7-fluorobenzofuran-5-yl)malonate FC1=CC(=CC=2C=COC21)C(C(=O)OCC)C(=O)OCC